C(=O)C=1C=C(C=CC1O)OC(=O)C1CCC(CC1)CCCC 4-butylcyclohexanecarboxylic acid (3-formyl-4-hydroxy-phenyl) ester